8-methoxy-5,6-dihydrobenzo[h]quinazolin-2-amine COC=1C=CC2=C(CCC=3C=NC(=NC23)N)C1